CC(C(=O)O)=CCC 2-methyl-pent-2-enoic acid